CN1C(=NC2=C(C=C(C=C2C1=O)C)C(C)NC1=C(C(=O)O)C=CC=C1)N1C2CN(C(C1)C2)C(=O)OC(C)(C)C 2-[1-[3,6-Dimethyl-2-[5-[(2-methylpropan-2-yl)oxycarbonyl]-2,5-diazabicyclo[2.2.1]heptan-2-yl]-4-oxoquinazolin-8-yl]ethylamino]benzoic acid